N-(tetrahydro-2H-pyran-4-yl)-1H-pyrazolo[4,3-c]pyridin-6-amine O1CCC(CC1)NC1=CC2=C(C=N1)C=NN2